CN1N=C(C=C1C(=O)O)C1=NC(=NC=C1)NC=1C=NN(C1)C 2-Methyl-5-[2-(1-methyl-1H-pyrazol-4-ylamino)-pyrimidin-4-yl]-2H-pyrazole-3-carboxylic acid